(3-(2-(2-Aminoethoxy)ethoxy)propionylamino)-N-(6-cyclopropoxypyridazin-3-yl)benzamide NCCOCCOCCC(=O)NC1=C(C(=O)NC=2N=NC(=CC2)OC2CC2)C=CC=C1